COC1=CC=C(C=C1)C(=O)C=1C2=C(C=3N(N1)C(=NN3)CC3CCOCC3)N=CC(=C2)N2CCOCC2 (4-methoxyphenyl)[8-(morpholin-4-yl)-3-(tetrahydro-2H-pyran-4-ylmethyl)pyrido[2,3-d][1,2,4]triazolo[4,3-b]pyridazin-6-yl]methanone